ClC1=NC(=C(C#N)C=C1)NC1=C(C=CC=C1)C 6-chloro-2-(o-tolylamino)nicotinonitrile